1-(2-(4-(2-(Ditetradecylamino)ethyl)piperazin-1-yl)ethyl)-N1,N2,N2-trinonylethane-1,2-diamine C(CCCCCCCCCCCCC)N(CCN1CCN(CC1)CCC(CN(CCCCCCCCC)CCCCCCCCC)NCCCCCCCCC)CCCCCCCCCCCCCC